3,5-di-tert-butylphenyl-boronic acid farnesyl ester C(C=C(C)CCC=C(C)CCC=C(C)C)OB(O)C1=CC(=CC(=C1)C(C)(C)C)C(C)(C)C